(2S)-2-amino-3-(2-naphthyl)propanoic acid N[C@H](C(=O)O)CC1=CC2=CC=CC=C2C=C1